C1OC2=CC=C(CC(NCCC)C)C=C2O1 4-methylenedioxy-N-propylamphetamine